NC1=CC(=C(OC2=CC3=C(N(C=N3)C(=O)OC(C)(C)C)C=C2)C=C1)C Tert-butyl 5-(4-amino-2-methylphenoxy)-1,3-benzodiazole-1-carboxylate